4-(4-methylpiperazin-1-yl)-8-((5-chloro-6-fluoro-1H-indazol-4-yl)oxy)-2-((2-methyl-1,2,3,4-tetrahydroisoquinolin-8-yl)oxy)-1,7-naphthyridine-3-carbonitrile CN1CCN(CC1)C1=C(C(=NC2=C(N=CC=C12)OC1=C2C=NNC2=CC(=C1Cl)F)OC=1C=CC=C2CCN(CC12)C)C#N